N=1SN=C2C1C=C1C=CC=CC1=C2 naphtho[2,3-c][1,2,5]-thiadiazole